[Na].C(\C=C/C(=O)OC(C)CCCCCC)(=O)OC(C)CCCCCC DI-sec-octyl maleate sodium